C(C)OC(C=CCC(C)C)=O.NC1=CC=C(C=C1)CCNC(C1=CC=C(C=C1)OC(F)(F)F)=O N-(4-aminophenylethyl)-4-(trifluoromethoxy)benzamide ethyl-2-(3-methylbutylidene)acetate